N1=C(C=CC=C1)CCNC(C1=CC=C(C=C1)C1=NC2=CC=C3C(=C2C=2CCCCC12)C=NN3)=O N-(2-(pyridin-2-yl)ethyl)-4-(8,9,10,11-tetrahydro-3H-pyrazolo[4,3-a]phenanthridin-7-yl)benzamide